1-(4-hydroxyphenyl)-3-m-methylphenyl-2-propen-1-one OC1=CC=C(C=C1)C(C=CC1=CC(=CC=C1)C)=O